N(=O)SC[C@H](N)C(=O)NCC(=O)O S-nitrosocysteinyl-glycine